C=1(C(=CC=CC1)CN)CN Xylylendiamine